7-ethyl-2-isopropyl-8-(naphthalen-1-ylmethyl)-6-oxo-9-(3-(trifluoromethyl)phenyl)-3,4-dihydro-2H,6H-pyrido[1,2-e][1,2,5]thiadiazine-4-carboxylic acid 1,1-dioxide C(C)C1=C(C(=C2N(C(CN(S2(=O)=O)C(C)C)C(=O)O)C1=O)C1=CC(=CC=C1)C(F)(F)F)CC1=CC=CC2=CC=CC=C12